C,C,C-tris(hydroxymethyl)aminomethane OCNC(NCO)NCO